N1=C(C=CC=C1)N1CCN(CC1)C(=O)C1=NOC(=N1)C1=C(C(=C(C(=C1)F)F)O)F (4-(Pyridin-2-yl)piperazin-1-yl)(5-(2,4,5-trifluoro-3-hydroxyphenyl)-1,2,4-oxadiazol-3-yl)methanone